1,4-diaminobenzidine NC1(C=CC(N)(C=C1)N)C1=CC=C(N)C=C1